BrCC=1C(=C(C=CC1)C1=CC(=CC(=C1)F)F)F 3-(bromomethyl)-2,3',5'-trifluoro-1,1'-biphenyl